FC1=C(C=CC=C1)C=1N(C2=NC=NC=C2N1)C1CN(CC1)C(C=C)=O 1-(3-(8-(2-fluorophenyl)-9H-purin-9-yl)pyrrolidin-1-yl)prop-2-en-1-one